1-(3-aminophenyl)-3-methylimidazolidine-2-thione NC=1C=C(C=CC1)N1C(N(CC1)C)=S